O[C@@H]1[C@@H](O[C@@H]([C@H]1O)CO)N1C(NC(C=C1)=O)=O 1-[(2R,3S,4S,5R)-3,4-dihydroxy-5-(hydroxymethyl)oxolan-2-yl]-3H-pyrimidine-2,4-dione